C1(=CC=CC=C1)CC(C(O)OCC)O 3-phenyl-ethoxy-propane-1,2-diol